FC=1C=C(C=CC1B1OC(C(O1)(C)C)(C)C)N1CCN(CCC1)C(=O)OC(C)(C)C tert-butyl 4-[3-fluoro-4-(4,4,5,5-tetramethyl-1,3,2-dioxaborolan-2-yl)phenyl]-1,4-diazepane-1-carboxylate